1,1-bis(trimethoxysilylmethyl)-ethylene CO[Si](OC)(OC)CC(=C)C[Si](OC)(OC)OC